C(C)(C)(C1=CC=CC=C1)OOC(C)(CCC(C)(C)OOC(C)(C)C1=CC=CC=C1)C 2,5-di(cumylperoxy)-2,5-dimethylhexane